4,5-diamino-1-(β-hydroxyethyl)pyrazole sulphate S(=O)(=O)(O)O.NC=1C=NN(C1N)CCO